N-(1-(4-(2-(2-aminopyridin-3-yl)-3H-imidazo[4,5-b]pyridin-3-yl)benzyl)piperidin-4-yl)-2-cyano-5-fluorobenzo[d]thiazole-7-carboxamide NC1=NC=CC=C1C1=NC=2C(=NC=CC2)N1C1=CC=C(CN2CCC(CC2)NC(=O)C2=CC(=CC=3N=C(SC32)C#N)F)C=C1